N-hydroxy-N-[3-hydroxy-1-(1-methylpyrazol-3-yl)propyl]carbamic acid tert-butyl ester C(C)(C)(C)OC(N(C(CCO)C1=NN(C=C1)C)O)=O